4-chloro-1-(2-(1-(cyclopropanecarbonyl)piperidin-4-yl)ethyl)-N-(5-((2-fluorophenyl)ethynyl)-3-methylpyridin-2-yl)-1H-pyrazole-5-carboxamide ClC=1C=NN(C1C(=O)NC1=NC=C(C=C1C)C#CC1=C(C=CC=C1)F)CCC1CCN(CC1)C(=O)C1CC1